3-[5-chloro-1-methylpyrrolo[2,3-c]pyridin-2-yl]-2-ethoxypyridine ClC=1C=C2C(=CN1)N(C(=C2)C=2C(=NC=CC2)OCC)C